C(#N)OC1=CC=C(C=C1)C(CC)(CCC)C1=CC=C(C=C1)OC#N 3,3-bis(4-cyanooxyphenyl)hexane